1-(3-ethyl-3-hydroxycyclobutyl)-6-hydroxy-1,2,3,4-tetrahydro-1,8-naphthyridin-2-one C(C)C1(CC(C1)N1C(CCC2=CC(=CN=C12)O)=O)O